(S)-1-(2-((S)-3-(3-benzoylphenoxy)pyrrolidin-1-yl)acetyl)pyrrolidine-2-carbonitrile C(C1=CC=CC=C1)(=O)C=1C=C(O[C@@H]2CN(CC2)CC(=O)N2[C@@H](CCC2)C#N)C=CC1